t-butylmethoxydibenzoylmethane C(C)(C)(C)C(C(C1=CC=CC=C1)=O)(C(C1=CC=CC=C1)=O)OC